1-(6-Bromoimidazo[1,2-a]pyridin-3-yl)-2-morpholinoethane-1-one BrC=1C=CC=2N(C1)C(=CN2)C(CN2CCOCC2)=O